CN(C(OC(C)(C)C)=O)CC1=CC(=C(C=C1)C)C(N[C@H](C)C1=CC(=NC2=CC=CC=C12)C=1C=NN(C1)C1OCCCC1)=O tert-butyl methyl(4-methyl-3-(((1R)-1-(2-(1-(tetrahydro-2H-pyran-2-yl)-1H-pyrazol-4-yl)quinolin-4-yl)ethyl)carbamoyl)benzyl)carbamate